(2,2'-Azinobis(3-ethylbenzthiazoline-6-sulfonic acid)) diammonium salt [NH4+].[NH4+].N(N=C1SC2=C(N1CC)C=CC(=C2)S(=O)(=O)[O-])=C2SC1=C(N2CC)C=CC(=C1)S(=O)(=O)[O-]